NCCC(=O)NCC(CCCCCCCCCCCC)CCCCCCCCCC 3-amino-N-(2-decyl-tetradecyl)propionamide